[3-fluoro-5-(1,1,2,2,3,3,3-heptafluoropropyl)-2-pyridyl]-2-[1-[2-hydroxy-1-(hydroxymethyl)ethyl]tetrazol-5-yl]sulfanyl-5-nitro-benzamide FC=1C(=NC=C(C1)C(C(C(F)(F)F)(F)F)(F)F)C=1C(=C(C(=O)N)C=C(C1)[N+](=O)[O-])SC1=NN=NN1C(CO)CO